3-[(3-chloro-2-methoxyphenyl)amino]-7-[2-(dimethylamino)ethyl]-2-(3-fluoropyridin-4-yl)-1H,5H,6H,7H-pyrrolo[3,2-c]pyridin-4-one ClC=1C(=C(C=CC1)NC1=C(NC2=C1C(NCC2CCN(C)C)=O)C2=C(C=NC=C2)F)OC